ClC1=CC(=CC(=N1)N=C1S(CCCCCC1)(=O)(C)C)C1=C(C=CC=C1)OC ((6-chloro-4-(2-methoxyphenyl)pyridin-2-yl)imino)dimethyl-λ6-thiocanone